3-(7-Methoxy-1-methyl-β-carbolin-9-yl)-propan-1-ene COC1=CC=C2C=3C=CN=C(C3N(C2=C1)CC=C)C